C(C1=CC=CC=C1)OC1=CC=C(C=C1)C1=NC2=CC(=CC(=C2C(C1OCC1=CC=CC=C1)=O)OCC1=CC=CC=C1)OCC1=CC=CC=C1 2-(4-benzyloxyphenyl)-3,5,7-tribenzyloxy-quinolin-4-one